NC1=C(N=CC2=C(C=CC=C12)C=1C(=NC=C(C1)F)F)C(=O)NCCC 4-amino-8-(2,5-difluoropyridin-3-yl)-N-propylisoquinoline-3-carboxamide